C(C)(C)(C)OC(NCC1N(CC1)C1=C(C=C(C=C1)F)[C@@H](C)N)=O ((1-(2-((R)-1-aminoethyl)-4-fluorophenyl)azetidin-2-yl)methyl)carbamic acid tert-butyl ester